S1C(=NC2=C1C=CC=C2)NC(=O)C2=C(C=C(CC1CCN(CC1)C(=O)NCC)C=C2)C(F)(F)F 4-(4-(benzo[d]thiazol-2-ylcarbamoyl)-3-(trifluoromethyl)benzyl)-N-ethylpiperidine-1-carboxamide